BrC1=CC=NN1C1=C(C=C(C=N1)N)Cl 6-(5-bromopyrazol-1-yl)-5-chloro-pyridin-3-amine